FC(S(=O)(=O)OC1=CCCC2=CC(=CC=C12)OC(C)(C)C)(F)F 6-tert-butoxy-3,4-dihydronaphthalen-1-yl trifluoromethanesulfonate